vanadium(III) nitrate [N+](=O)([O-])[O-].[V+3].[N+](=O)([O-])[O-].[N+](=O)([O-])[O-]